(3R)-N-[2-cyano-3-[3-[4-[4-(dimethoxymethyl)-1-piperidyl]phenyl]-4-oxo-quinazolin-6-yl]oxy-4-fluoro-phenyl]-3-fluoro-pyrrolidine-1-sulfonamide C(#N)C1=C(C=CC(=C1OC=1C=C2C(N(C=NC2=CC1)C1=CC=C(C=C1)N1CCC(CC1)C(OC)OC)=O)F)NS(=O)(=O)N1C[C@@H](CC1)F